N-(quinolin-3-ylmethyl)-2-azabicyclo[2.2.1]heptane-2-carboxamide N1=CC(=CC2=CC=CC=C12)CNC(=O)N1C2CCC(C1)C2